[W].[Mo].[P] phosphorus molybdenum-tungsten